BrC=1C=C(C=CC1)[C@@H](CO)N1C(N[C@@](C1)(C1=CC=CC=C1)CC(C)C)=N (R)-3-((S)-1-(3-bromophenyl)-2-hydroxyethyl)-2-imino-5-isobutyl-5-phenylimidazol